COC(C(CC1=C(C=CC(=C1)NC(C1=C(C=CC(=C1)C(F)(F)F)OC1=C(C=C(C=C1)F)C)=O)F)[N+](=O)[O-])=O 3-(2-Fluoro-5-(2-(4-fluoro-2-methylphenoxy)-5-(trifluoromethyl)benzamido)phenyl)-2-nitropropionic acid Methyl ester